6-{[2-fluoro-5-(trifluoromethyl)phenyl]amino}pyrimidin FC1=C(C=C(C=C1)C(F)(F)F)NC1=CC=NC=N1